C1(CC1)C1=NC(=C(C(=C1C)NC(OCC(Cl)(Cl)Cl)=O)C)C1CC1 2,2,2-trichloroethyl (2,6-dicyclopropyl-3,5-dimethylpyridin-4-yl)carbamate